BrC1=CC=C2CNC(C2=C1)=O 6-bromo-1-oxoisoindolin